4-methoxy-3-(4-nitro-1-(2-((trimethylsilyl)methoxy)ethyl)-1H-pyrazol-5-yl)benzonitrile COC1=C(C=C(C#N)C=C1)C1=C(C=NN1CCOC[Si](C)(C)C)[N+](=O)[O-]